(S)-(1,6-dimethyl-1H-pyrazolo[3,4-d]pyrimidin-4-yl)(2,7-dimethyl-3-(3,4,5-trifluorophenyl)-2,4,5,7-tetrahydro-6H-pyrazolo[3,4-c]pyridin-6-yl)methanone CN1N=CC=2C1=NC(=NC2C(=O)N2[C@H](C=1C(CC2)=C(N(N1)C)C1=CC(=C(C(=C1)F)F)F)C)C